CS(=O)(=N)C1=NC=CC(=C1)C(=O)N 2-(methylsulfonimidoyl)pyridine-4-carboxamide